FC=1C=CC(=NC1)C=1N=C(C2=C(N1)CCC2)N(CC(=O)NC=2C=NC(=CC2)C)C 2-{[2-(5-fluoropyridin-2-yl)-5H,6H,7H-cyclopenta[d]pyrimidin-4-yl](methyl)amino}-N-(6-methylpyridin-3-yl)acetamide